2-{[6-(5-chloro-2-fluorophenyl)-4-{[(2,4-dimethoxyphenyl)methyl]amino}pyridazin-3-yl]sulfanyl}-2-methylpropan-1-ol ClC=1C=CC(=C(C1)C1=CC(=C(N=N1)SC(CO)(C)C)NCC1=C(C=C(C=C1)OC)OC)F